(S)-Benzyl 2-((tert-butoxycarbonyl)amino)-3-(3-(4-((5-chloro-3-fluoropyridin-2-yl)oxy)phenyl)-1,2,4-oxadiazol-5-yl)propanoate C(C)(C)(C)OC(=O)N[C@H](C(=O)OCC1=CC=CC=C1)CC1=NC(=NO1)C1=CC=C(C=C1)OC1=NC=C(C=C1F)Cl